6-(4-(difluoromethoxy)-3-methoxyphenyl)-2-(4-phenethylbenzyl)-4-(trifluoromethyl)pyridazin-3(2H)-one FC(OC1=C(C=C(C=C1)C=1C=C(C(N(N1)CC1=CC=C(C=C1)CCC1=CC=CC=C1)=O)C(F)(F)F)OC)F